O=C(CN(CCO)CCO)O biCIn